9-ethyl-6-(2-methyl-4-tetrahydropyranylmethoxybenzoyl)-9H-carbazole C(C)N1C2=CC=C(C=C2C=2C=CC=CC12)C(C1=C(C=C(C=C1)OCC1OCCCC1)C)=O